N-(1'-cyclopropyl-6',7'-difluoro-1'H-[1,2'-bibenzo[d]imidazol]-5-yl)-N-(methylsulfonyl)methanesulfonamide C1(CC1)N1C(=NC2=C1C(=C(C=C2)F)F)N2C=NC1=C2C=CC(=C1)N(S(=O)(=O)C)S(=O)(=O)C